BrC=1C=C(C=C2CCN(C12)C(C)C)C(=O)NC1=CC=C(C=C1)OC(F)(F)Cl 7-bromo-N-(4-(chlorodifluoromethoxy)phenyl)-1-isopropylindoline-5-carboxamide